CNS(=O)(=O)N Methylaminosulfonamide